[N-](S(=O)(=O)C(F)(F)F)S(=O)(=O)C(F)(F)F.[N-](S(=O)(=O)C(F)(F)F)S(=O)(=O)C(F)(F)F.C(C)N1CC(=CC=C1)C 1-Ethyl-3-methylpyridine bis(trifluoromethanesulfonimide)